4-Ethyl-2-methoxybenzenesulfonic acid C(C)C1=CC(=C(C=C1)S(=O)(=O)O)OC